[Si](C)(C)(C(C)(C)C)OCC(CC(=O)OCCCCCC)CO[Si](C)(C)C(C)(C)C hexyl 4-[tert-butyl(dimethyl)silyl]oxy-3-[[tert-butyl(dimethyl)silyl]oxymethyl]butanoate